2-(2,6-dioxopiperidin-3-yl)-5-(((3-(4-(quinoxalin-2-yl)-1H-pyrazol-1-yl)cyclobutyl)methyl)amino)isoindoline-1,3-dione O=C1NC(CCC1N1C(C2=CC=C(C=C2C1=O)NCC1CC(C1)N1N=CC(=C1)C1=NC2=CC=CC=C2N=C1)=O)=O